NC1=NC=NC=2C3=C(CC(C12)(C)C)C(=C(C=C3)O[C@@H]3CC[C@H](CC3)N)NC(CO)=O N-[4-amino-8-(trans-4-aminocyclohexoxy)-5,5-dimethyl-6H-benzo[h]quinazolin-7-yl]-2-hydroxy-acetamide